Chloro-5-(3-(3-cyclopentyl-2-oxoimidazolin-1-yl)piperidin-1-yl)pyrazine-2-carbonitrile ClC=1C(=NC=C(N1)N1CC(CCC1)N1C(N(CC1)C1CCCC1)=O)C#N